(1r,2s)-2-{3-[(3,6-dimethylpyrazin-2-yl)amino]-1H-indazol-6-yl}-5'-methoxyspiro[cyclopropane-1,3'-indol]-2'(1'H)-one CC=1C(=NC(=CN1)C)NC1=NNC2=CC(=CC=C12)[C@@H]1C[C@@]12C(NC1=CC=C(C=C21)OC)=O